N-(3-acetyl-4-hydroxyphenyl)acetamide CC(=O)C1=C(C=CC(=C1)NC(=O)C)O